tert-Butyl 3-(pyridin-3-yl)azetidine-1-carboxylate N1=CC(=CC=C1)C1CN(C1)C(=O)OC(C)(C)C